N1=C(C=CC=C1)CNCC#N 2-((Pyridin-2-ylmethyl)amino)acetonitrile